3,4,5-trimethoxyphenylglyoxylic acid COC=1C=C(C=C(C1OC)OC)C(C(=O)O)=O